S([O-])(O)(=O)=O.[Na+].C(CCCCCCCCCCC)(=O)CC=O.[Na+].S([O-])(O)(=O)=O sodium lauroyl-acetaldehyde sodium bisulphate